C(#N)[C@@H](C)NC1=CC(=NC=C1C=1SC(=NN1)N1CC2CCC(C1)N2)C2=CC=C1N2N=CC(=C1)C#N 7-(4-{[(1R)-1-cyanoethyl]amino}-5-(5-{3,8-diazabicyclo[3.2.1]octan-3-yl}-1,3,4-thiadiazol-2-yl)pyridin-2-yl)pyrrolo[1,2-b]pyridazine-3-carbonitrile